1-(2-(3-bromo-2-methylphenyl)-4,6-dihydro-5H-pyrrolo[3,4-d]oxazol-5-yl)-3-(dimethylamino)propan-1-one acryloxynonyl-phosphate C(C=C)(=O)OCCCCCCCCCOP(=O)(O)O.BrC=1C(=C(C=CC1)C=1OC2=C(N1)CN(C2)C(CCN(C)C)=O)C